C(C)[C@@H]1N(C[C@H](N(C1)C(C)C1=CC=C2C(=N1)SC(=N2)C)C)C=2C=1N(N(C(C2)=O)C)C=C(N1)CC#N 2-(8-((2S,5R)-2-ethyl-5-methyl-4-(1-(2-methylthiazolo[5,4-b]pyridin-5-yl)ethyl)piperazin-1-yl)-5-methyl-6-oxo-5,6-dihydroimidazo[1,2-b]pyridazin-2-yl)acetonitrile